C1(CC1)CN1C(=CC2=CC=CC(=C12)C1CN(C1)C(=O)C1CC(C1)(C(F)(F)F)O)C1=NN2C(C=CC(=C2)C=O)=C1C (2-(1-(cyclopropylmethyl)-7-(1-(3-hydroxy-3-(trifluoromethyl)cyclobutane-1-carbonyl)azetidin-3-yl)-1H-indol-2-yl)-3-methylpyrazolo[1,5-a]pyridin-6-yl)methanone